(5R)-N-[(1S)-2-amino-2-oxo-1-[[(3S)-2-oxo-3-piperidyl]methyl]ethyl]-1-(4-methoxy-1H-indole-2-carbonyl)-3,3-dimethyl-1,3-azasilolidine-5-carboxamide NC([C@H](C[C@H]1C(NCCC1)=O)NC(=O)[C@@H]1C[Si](CN1C(=O)C=1NC2=CC=CC(=C2C1)OC)(C)C)=O